3-chloro-2-(2-(1-cyclopropyl-5-fluoro-1H-imidazol-4-yl)-6-fluorophenyl)-N-((1r,3r)-3-hydroxy-3-methylcyclobutyl)imidazo[1,2-a]pyridine-7-carboxamide ClC1=C(N=C2N1C=CC(=C2)C(=O)NC2CC(C2)(C)O)C2=C(C=CC=C2F)C=2N=CN(C2F)C2CC2